tert-butyl ((R)-4-morpholino-1,4-dioxo-1-(((R)-4-phenyl-1-(4,4,5,5-tetramethyl-1,3,2-dioxaborolan-2-yl)butyl)amino)butan-2-yl)carbamate O1CCN(CC1)C(C[C@H](C(N[C@@H](CCCC1=CC=CC=C1)B1OC(C(O1)(C)C)(C)C)=O)NC(OC(C)(C)C)=O)=O